(R)-3-(2-(4-(3-chlorophenyl)piperazin-1-yl)ethyl)-1-oxo-2,8-diazaspiro[4.5]decane-8-carboxylic acid tert-butyl ester C(C)(C)(C)OC(=O)N1CCC2(C[C@@H](NC2=O)CCN2CCN(CC2)C2=CC(=CC=C2)Cl)CC1